antimony pyrocarbonate C([O-])(=O)OC(=O)[O-].[Sb+3].C([O-])(=O)OC(=O)[O-].C([O-])(=O)OC(=O)[O-].[Sb+3]